CS(=O)(=O)[O-].C[N+](C1CCCCC1)(C)C trimethylcyclohexylammonium methanesulfonate